CC(CCC(O)O)C 4-methylpentanediol